6-(2-hydroxy-2-methylpropoxy)-4-(6-(6-(4-iso-propoxybenzoyl)-3,6-diazabicyclo[3.1.1]heptan-3-yl)pyridin-3-yl)pyrazolo[1,5-a]pyridine-3-carbonitrile 2,2,2-trifluoroacetate FC(C(=O)O)(F)F.OC(COC=1C=C(C=2N(C1)N=CC2C#N)C=2C=NC(=CC2)N2CC1N(C(C2)C1)C(C1=CC=C(C=C1)OC(C)C)=O)(C)C